Tert-butyl (1R,2S,5S)-2-((R)-1-((7-chloro-8-fluoro-4-hydroxy-2-(methylthio)pyrido[4,3-d]pyrimidin-5-yl)oxy)-2,2-difluoroethyl)-3,8-diazabicyclo[3.2.1]octane-8-carboxylate ClC1=C(C=2N=C(N=C(C2C(=N1)O[C@@H](C(F)F)[C@@H]1[C@H]2CC[C@@H](CN1)N2C(=O)OC(C)(C)C)O)SC)F